N-[2-(5-Propylthio-1H-indol-3-yl)ethyl]acetamide C(CC)SC=1C=C2C(=CNC2=CC1)CCNC(C)=O